FC1=CC=C(COC2=C(C3=CC=CC=C3C=C2)CCCBr)C=C1 2-(4-Fluorobenzyloxy)-1-(3-bromopropyl)naphthalene